[Cl-].S(=O)(=O)(O)CC=1NC=CN1 sulfomethylimidazole chloride